O=C1NC(CCC1N1C(C2=CC=CC(=C2C1)NCC(=O)NCCCCCCC(=O)OC)=O)=O methyl 7-[[2-[[2-(2,6-dioxo-3-piperidyl)-1-oxo-isoindolin-4-yl]amino]acetyl]amino]heptanoate